(R)-1-(tert-butyl)-3-(1-(3-(difluoromethyl)benzyl)-3-methyl-2-oxo-7-(trifluoromethyl)-2,3-dihydro-1H-pyrido[2,3-b][1,4]oxazin-6-yl)urea C(C)(C)(C)NC(=O)NC=1C(=CC2=C(O[C@@H](C(N2CC2=CC(=CC=C2)C(F)F)=O)C)N1)C(F)(F)F